C1(CC(C1)O)O Cyclobutane-1,3-diol